FC(C=1C=C(C=CC1F)C=1C=C2C(=NC1)C=NN2CC(=O)N2CC(C2)C(F)(F)F)F 2-[6-[3-(Difluoromethyl)-4-fluoro-phenyl]pyrazolo[4,3-b]pyridin-1-yl]-1-[3-(trifluoromethyl)azetidin-1-yl]ethanone